N-(cyclopropylmethyl)-2-(5-fluoro-1H-pyrrolo[2,3-b]pyridin-3-yl)ethan-1-amine C1(CC1)CNCCC1=CNC2=NC=C(C=C21)F